(1s,2s)-N-(6-(7-(acetamido(cyclopropyl)methyl)-5-(difluoromethyl)-6-fluoro-1H-indazol-4-yl)imidazo[1,2-a]pyrazin-2-yl)-2-fluorocyclopropane-1-carboxamide C(C)(=O)NC(C=1C(=C(C(=C2C=NNC12)C=1N=CC=2N(C1)C=C(N2)NC(=O)[C@H]2[C@H](C2)F)C(F)F)F)C2CC2